C(C)(C)(C)OC(=O)N1CC(C1)OC=1C=CC(=C(C(=O)O)C1)C 5-((1-(tert-Butoxycarbonyl)azetidin-3-yl)oxy)-2-methylbenzoic acid